COCC1=NN(C=C1C(=O)N)CC1=CC=C(C=C1)CN1C(C=CC=C1)=O (methoxymethyl)-1-({4-[(2-oxopyridin-1-yl)methyl]phenyl}methyl)pyrazole-4-carboxamide